N1=CC=CC=C1.N1=CC=CC=C1.N1=CC=CC=C1.N1=CC=CC=C1.C1(=CC=CC=C1)C(=C(C1=CC=CC=C1)C1=CC=CC=C1)C1=CC=CC=C1 tetraphenyl-ethylene tetrapyridine salt